3-bromo-6-fluoro-1,4-dimethyl-4a,8a-dihydroquinolin-2(1H)-one BrC=1C(N(C2C=CC(=CC2C1C)F)C)=O